FC1=NC=CC(=C1)C(C)N1CCCCC1 2-fluoro-4-[1-(piperidin-1-yl)ethyl]pyridine